4-amino-1-(4-ethynylbenzyl)pyrimidin-2(1H)-one NC1=NC(N(C=C1)CC1=CC=C(C=C1)C#C)=O